O1CS(C2=C1C=CC=C2)(=O)=O BENZO[D][1,3]OXATHIOL-3,3-DIOXID